N1(CCCCC1)C1CC(C1)N 3-(piperidin-1-yl)cyclobutan-1-amine